4-(2,5-Dioxo-2,5-dihydro-pyrrol-1-ylmethyl)-cyclohexanecarboxylic acid 2,5-Dioxo-pyrrolidin-1-yl ester O=C1N(C(CC1)=O)OC(=O)C1CCC(CC1)CN1C(C=CC1=O)=O